3,9-diaza-bicyclo[3.3.1]nonane C12CNCC(CCC1)N2